FC1=C(C(=C(C(=C1F)F)F)F)C(C(C(C(C(C(C(C(C(C(C(C(F)(F)F)(F)F)(F)F)(F)F)(F)F)(F)F)(F)F)(F)F)(F)F)(F)F)(F)F)(F)F perfluorododecylbenzene